OC1N(C(N(C1)C=1C=NC=C(C1)C(F)(F)F)=O)C1=CC=C(C=C1)OC=1C=C2C(=NC1)NC=C2 4-hydroxy-3-[4-(1H-pyrrolo[2,3-b]pyridin-5-yloxy)phenyl]-1-[5-(trifluoromethyl)-3-pyridinyl]-2-imidazolidinone